(1r,2r)-2-(2,3,4,5-tetrahydro-1H-pyrido[4,3-b]indole-2-carbonyl)-N-(4-oxotetrahydrofuran-3-yl)-cyclohexane-1-carboxamide C1N(CCC=2NC=3C=CC=CC3C21)C(=O)[C@H]2[C@@H](CCCC2)C(=O)NC2COCC2=O